6-(2-hydroxybenzylamino)-9-β-D-arabinofuranosylpurine OC1=C(CNC2=C3N=CN(C3=NC=N2)[C@H]2[C@@H](O)[C@H](O)[C@H](O2)CO)C=CC=C1